C(C)(C)(C)C1=CC=C(C=C1)C#CS(=O)(=O)N(C1=CC=CC=C1)C 2-(4-(tert-butyl)phenyl)-N-methyl-N-phenylacetylene-1-sulfonamide